C(CCCCCCCCCCCCC)(=O)NCCN(C)C myristamidoethyldimethyl-amine